3-(2,6-diphenylimidazo[1,2-a]pyridin-8-yl)benzenethiol C1(=CC=CC=C1)C=1N=C2N(C=C(C=C2C=2C=C(C=CC2)S)C2=CC=CC=C2)C1